1-acetylpiperidin-4-yl ((((3aS,4R,6S,6aS)-6-(4-aminopyrrolo[2,1-f][1,2,4]triazin-7-yl)-4-cyano-2,2-dimethyltetrahydrofuro[3,4-d][1,3]dioxol-4-yl)methoxy)(phenoxy)phosphoryl)alaninate NC1=NC=NN2C1=CC=C2[C@@H]2O[C@]([C@@H]1[C@H]2OC(O1)(C)C)(C#N)COP(=O)(OC1=CC=CC=C1)N[C@@H](C)C(=O)OC1CCN(CC1)C(C)=O